COC([C@H]1N(CCC1)C(=O)C=1C(=NC(=NC1)C=1C(=NC=NC1OC)C1CC1)NCC1=CC=C(C=C1)C=1N(C=C(N1)C(F)(F)F)C)=O (4'-Cyclopropyl-6'-methoxy-4-((4-(1-methyl-4-(trifluoromethyl)-1H-imidazol-2-yl)benzyl)amino)-[2,5'-bipyrimidine]-5-carbonyl)proline methyl ester